FC1=C(C(=CC=C1)N1N=CC=N1)C=O [2-fluoro-6-(triazol-2-yl)phenyl]methanone